((5-(2-azidoethyl)-8-methoxyquinolin-7-yl)(2,3-dichlorophenyl)methyl)pyridin-2-amine N(=[N+]=[N-])CCC1=C2C=CC=NC2=C(C(=C1)C(C1=C(C(=CC=C1)Cl)Cl)C=1C(=NC=CC1)N)OC